3,3'-dimethyl-4,6'-diaminobiphenyl CC=1C=C(C=CC1N)C1=CC(=CC=C1N)C